1-[(3S)-4-[(6S,7S)-7-(3-amino-2-fluoro-5,6-dimethyl-phenyl)-6-methyl-2-[[(2S)-1-methylpyrrolidin-2-yl]methoxy]-5,6,7,8-tetrahydroquinazolin-4-yl]-3-methylpiperazin-1-yl]prop-2-en-1-one NC=1C(=C(C(=C(C1)C)C)[C@@H]1[C@H](CC=2C(=NC(=NC2C1)OC[C@H]1N(CCC1)C)N1[C@H](CN(CC1)C(C=C)=O)C)C)F